NC1=CC=2NC=3C=CC=CC3C2C=N1 3-amino-5H-pyrido[4,3-b]indole